BrCC1=C(C(=O)OC)C(=CC=C1Cl)I methyl 2-(bromomethyl)-3-chloro-6-iodobenzoate